2,4-dichloro-5-pyrimidinecarbaldehyde ClC1=NC=C(C(=N1)Cl)C=O